C=12C=3C=NN(CCCOC(NCCOC4=CC=C(NN1)C2=C4)=O)C3 9,14-dioxa-4,5,11,19,20-pentaazatetracyclo[13.5.2.12,5.018,21]tricosa-1(20),2(23),3,15,17,21-hexaen-10-one